4-(3-fluoro-4-benzoylphenylthio)phenylbis(fluorophenyl)sulfonium FC=1C=C(C=CC1C(C1=CC=CC=C1)=O)SC1=CC=C(C=C1)[S+](C1=C(C=CC=C1)F)C1=C(C=CC=C1)F